N1(N=CC2=CC=CC=C12)C=1C=C(C=CC1)[C@H](CC(=O)[O-])NC(=O)NC=1C(N(C=CC1[O-])C)=O.[Na+].[Na+] sodium (S)-3-(3-(1H-indazol-1-yl)phenyl)-3-(3-(1-methyl-4-oxido-2-oxo-1,2-dihydro pyridin-3-yl)ureido)propanoate